ClC1=C(C(=CC=C1)C)C1=NOC(=C1C=C1CC2(C1)CCN(CC2)S(=O)(=O)C2=CC=C(C(=O)O)C=C2)C2CC2 4-((2-((3-(2-chloro-6-methylphenyl)-5-cyclopropylisoxazol-4-yl)methylene)-7-azaspiro[3.5]non-7-yl)sulfonyl)benzoic acid